FC(C1=NN=C(S1)N1C(N(C2=C1C=C(C=C2N2C[C@@H](NCC2)C)S(=O)(=O)NC2(COC2)CF)CC)=O)F 3-[5-(difluoromethyl)-1,3,4-thiadiazol-2-yl]-1-ethyl-N-[3-(fluoromethyl)oxetan-3-yl]-2-oxo-7-[(3S)-3-methylpiperazin-1-yl]benzimidazole-5-sulfonamide